(1R,3S,7R,8R,10S,13R)-5-n-prop-2-enoxy-7,9,9,13-tetramethyl-4,6-dioxatetracyclo[6.5.1.01,10.03,7]tetradecane C(C=C)OC1O[C@H]2C[C@@]34[C@H](C([C@H]([C@]2(O1)C)C4)(C)C)CC[C@H]3C